C(CCC)NC(=O)N1C=NC2=C1C=C(C=C2C2CCN(CC2)C)C(F)(F)F N-Butyl-4-(1-methylpiperidin-4-yl)-6-(trifluoromethyl)-1H-benzo[d]imidazole-1-carboxamide